N1C(NC(C2=C1SC1=C2CCCC1)=O)=O 5,6,7,8-tetrahydrobenzo[4,5]thieno[2,3-d]pyrimidine-2,4(1H,3H)-dione